C(=O)(C=C)N1CCN(CC1)CCC N-acryl-N'-propylpiperazine